BrC=1C=CC2=C(C(OC(N2CCN2CCOCC2)=O)=O)C1 6-bromo-1-(2-morpholinoethyl)-3,1-benzoxazine-2,4-dione